tert-butyl (1-(4-cyanothiophen-2-yl)cyclopropyl)carbamate C(#N)C=1C=C(SC1)C1(CC1)NC(OC(C)(C)C)=O